C(C)(C)C=1C(=NNC1C=1C=C(C=2N(C1)N=CN2)C)C=2C=NC(=NC2)N2CCN(CC2)C 6-(4-isopropyl-3-(2-(4-methylpiperazin-1-yl)pyrimidin-5-yl)-1H-pyrazol-5-yl)-8-methyl-[1,2,4]triazolo[1,5-a]pyridine